(S)-3-(3-bromo-5-hydroxy-4-methoxyphenyl)-2-((tert-butoxycarbonyl)amino)propanoic acid methyl ester COC([C@H](CC1=CC(=C(C(=C1)O)OC)Br)NC(=O)OC(C)(C)C)=O